O=C1NC(CCC1N1CC=2C(C1=O)=CSC2CNC(CC2=CC(=CC=C2)N2CCCCC2)=O)=O N-((5-(2,6-dioxopiperidin-3-yl)-4-oxo-5,6-dihydro-4H-thieno[3,4-c]pyrrol-1-yl)methyl)-2-(3-(piperidin-1-yl)phenyl)acetamide